5-amino-1-(7-(2-aminobenzo[d]thiazol-4-yl)-6-chloro-8-fluoro-2-(((S)-1-methylpyrrolidin-2-yl)methoxy)quinazolin-4-yl)piperidin-3-ol NC1CC(CN(C1)C1=NC(=NC2=C(C(=C(C=C12)Cl)C1=CC=CC2=C1N=C(S2)N)F)OC[C@H]2N(CCC2)C)O